3-(7-nitro-2-oxobenzo[d]oxazol-3(2H)-yl)piperidine-2,6-dione [N+](=O)([O-])C1=CC=CC=2N(C(OC21)=O)C2C(NC(CC2)=O)=O